C1(CC1)C=1C=C(C=2N(C1)C=C(N2)CNC(OC(C)(C)C)=O)CO tert-butyl ((6-cyclopropyl-8-(hydroxymethyl)imidazo[1,2-a]pyridin-2-yl)methyl)carbamate